isooctanol 3,5-di-tert-butyl-4-hydroxybenzenepropionate C(C)(C)(C)C=1C=C(C=C(C1O)C(C)(C)C)CCC(=O)OCCCCCC(C)C